N-(2-(2,6-dioxopiperidin-3-yl)-1,3-dioxoisoindolin-5-yl)-2-(trifluoromethoxy)benzenesulfonamide O=C1NC(CCC1N1C(C2=CC=C(C=C2C1=O)NS(=O)(=O)C1=C(C=CC=C1)OC(F)(F)F)=O)=O